trisilylacetic acid [SiH3]C(C(=O)O)([SiH3])[SiH3]